CN(C=1C=CC2=CC3=CC=C(C=C3N=C2C1)N(C)C)C 3,6-bis(dimethylamino)acridine